5-(3-(((1r,4r)-4-(5-chloro-2-cyclopropylnicotinamido)cyclohexyl)methyl)-2-oxo-2,3-dihydro-1H-benzo[d]imidazol-1-yl)-N-methyl-picolinamide ClC=1C=NC(=C(C(=O)NC2CCC(CC2)CN2C(N(C3=C2C=CC=C3)C=3C=CC(=NC3)C(=O)NC)=O)C1)C1CC1